methyl-4-[[4-[1-(2,6-dioxo-3-piperidyl)-3-methyl-2-oxo-benzimidazol-5-yl]-1-piperidyl]methyl]piperidine-1-carboxylate COC(=O)N1CCC(CC1)CN1CCC(CC1)C1=CC2=C(N(C(N2C)=O)C2C(NC(CC2)=O)=O)C=C1